N1(CCCC1)C(=O)N1CC2C(C1)CNC2 5-(pyrrolidine-1-carbonyl)hexahydropyrrolo[3,4-c]pyrrole